FC1=C(C(=NC(=N1)C=1OC=CC1)OC)C(F)(F)F 6-fluoro-4-methoxy-2-(2-furyl)-5-trifluoromethylpyrimidine